2-((4-(4-chloro-3-(trifluoromethyl)phenoxy)-3,5-difluorobenzyl)oxy)-6,7,9,10-tetrahydro-4H,8H-7a,9-methanopyrimido[1,6-a]pyrrolo[1,2-c]pyrimidine-4-one ClC1=C(C=C(OC2=C(C=C(COC3=NC(N4C(N5C6(CC4)CC(C5)C6)=C3)=O)C=C2F)F)C=C1)C(F)(F)F